COC(=O)C1=C(C=C(C(=N1)C(C(=O)OC(C)(C)C)C(=O)OCC)C(F)(F)F)[N+](=O)[O-] O1-tert-butyl O3-ethyl 2-[6-methoxycarbonyl-5-nitro-3-(trifluoromethyl)-2-pyridyl]propanedioate